CC(C)(C)S(=O)N=CC=1C=C2C(=CN1)N(N=C2)C 2-methyl-N-((1-methyl-1H-pyrazolo[3,4-c]pyridin-5-yl)methylene)propane-2-sulfinamide